C(C)C=1N=C2N(C=C(C=C2)C=2C=NC(=NC2)NC2CN(C2)C(=O)N2CC(C2)O)C1N(C=1SC(=C(N1)C1=CC=C(C=C1)F)C#N)C 2-((2-ethyl-6-(2-((1-(3-hydroxyazetidine-1-carbonyl)azetidin-3-yl)amino)pyrimidin-5-yl)imidazo[1,2-a]pyridin-3-yl)(methyl)amino)-4-(4-fluorophenyl)thiazole-5-carbonitrile